C1(CC1)OC1=CC2=C(CN(CCC2)C2=CC(=C(C(=C2)C)C(C(=O)N)C(C)(C)C)C)C=C1 (4-(7-Cyclopropoxy-1,3,4,5-tetrahydro-2H-benzo[c]azepin-2-yl)-2,6-dimethylphenyl)-3,3-dimethylbutyramide